FC=1C=C(C=CC1F)NC(=O)C=1C(=C(N2CCCC12)C(=O)OC)C methyl 7-((3,4-difluorophenyl) carbamoyl)-6-methyl-2,3-dihydro-1H-pyrrolizine-5-carboxylate